triethyl-biphenyltricarboxylic acid C(C)C1=C(C=CC=C1)C=1C(=C(C(=C(C1CC)CC)C(=O)O)C(=O)O)C(=O)O